SNC1=C(OC2=CC(=NC=N2)OC2=C(C=CC=C2)/C(/C(=O)[O-])=C\OC)C=CC=C1 (E)-2-[2-[6-(2-sulfanylaminophenoxy) pyrimidin-4-yloxy] phenyl]-3-methoxyacrylate